C1=C(C=CC2=CC=CC=C12)C(=O)NC(C(=O)O)CCC1[C@H]2CC[C@@H](C1)C2 2-(2-naphthoylamino)-4-((1S,4R)-bicyclo[2.2.1]hept-2-yl)butanoic acid